5-(4-((6-((2-(1H-1,2,3-triazol-1-yl)ethoxy)methyl)pyridin-3-yl)ethynyl)phenyl)-3-((2-((1S)-1-((tetrahydro-2H-pyran-2-yl)oxy)ethyl)-1H-imidazol-1-yl)methyl)isoxazole N1(N=NC=C1)CCOCC1=CC=C(C=N1)C#CC1=CC=C(C=C1)C1=CC(=NO1)CN1C(=NC=C1)[C@H](C)OC1OCCCC1